COC(=O)C1=CC2=C(NC=N2)C=C1 1H-benzoImidazole-5-carboxylic acid methyl ester